4-amino-N-[2-[[4-(difluoromethylene)cyclohexyl]-difluoromethyl]-6,8-dihydro-5H-pyrano[3,4-b]pyridin-5-yl]-7-fluoro-N-methyl-imidazo[1,5-a]quinoxaline-8-carboxamide NC=1C=2N(C3=CC(=C(C=C3N1)F)C(=O)N(C)C1COCC3=NC(=CC=C31)C(F)(F)C3CCC(CC3)=C(F)F)C=NC2